C(C)(C)(C)OC(COC1=CC2=C(N(C=N2)C2=CC=C(C=C2)NC(=O)NC=2NN=C(C2)C(C)(C)C)C=C1)=O (1-{4-[3-(5-tert-butyl-2H-pyrazol-3-yl)-ureido]-phenyl}-1H-benzimidazol-5-yloxy)-acetic acid tert-butyl ester